3-(5-bromo-2-methoxycarbonyl-phenyl)-2,5-dihydropyrrole-1-carboxylic acid tert-butyl ester C(C)(C)(C)OC(=O)N1CC(=CC1)C1=C(C=CC(=C1)Br)C(=O)OC